COCC1=C(C=NN1C1=CN=NC=C1)N1C(C(CC1)CC1=CC(=C(C(=C1)F)F)F)=O 1-(5-(Methoxymethyl)-1-(pyridazin-4-yl)-1H-pyrazol-4-yl)-3-(3,4,5-trifluorobenzyl)pyrrolidin-2-one